FC(C(=O)O)(F)F.NC1(CCN(CC1)C[C@H](NC([C@H](NC([C@H](NC(CNC[C@@H](C)C1=CC=CC=C1)=O)CC1=CC=CC=C1)=O)CC(C)C)=O)CCCCN)C(=O)O 4-amino-1-((2R,5R,8R,14S)-2-(4-aminobutyl)-8-benzyl-5-isobutyl-4,7,10-trioxo-14-phenyl-3,6,9,12-tetraazapentadec-1-yl)piperidine-4-carboxylic acid trifluoroacetate